1-cyclohexyl-5-phenylbiguanide C1(CCCCC1)NC(=N)NC(=N)NC1=CC=CC=C1